OC(CCNC(=N)N)(C)C 1-(3-hydroxy-3-methylbutyl)guanidine